N1N=CC(=C1)CCNC1=NC=NC(=C1C)C 4-((2-(1H-pyrazol-4-yl)ethyl)amino)-5,6-dimethylpyrimidine